nonylene carbonate C1(OCCCCCCCCCO1)=O